4-(4-(trifluoromethyl)phenyl)(2-oxazolyl)(3-pyridinyl)methanone butyl-4-[(4-nitro-1H-pyrazol-1-yl)methyl]piperidine-1-carboxylate C(CCC)OC(=O)N1CCC(CC1)CN1N=CC(=C1)[N+](=O)[O-].FC(C1=CC=C(C=C1)C1=C(C=NC=C1)C(=O)C=1OC=CN1)(F)F